2,3,4-trihydroxybutylamine OC(CN)C(CO)O